(S)-N-((4-((diphenylmethylene)amino)thiophen-2-yl)methyl)-7-((4-(4-fluorophenoxy)benzoyl)glycyl)-1,4-dioxa-7-azaspiro[4.4]nonane-8-carboxamide C1(=CC=CC=C1)C(C1=CC=CC=C1)=NC=1C=C(SC1)CNC(=O)[C@H]1N(CC2(OCCO2)C1)C(CNC(C1=CC=C(C=C1)OC1=CC=C(C=C1)F)=O)=O